1-methyl-4-(4-(4-(4,4,5,5-tetramethyl-1,3,2-dioxaborolan-2-yl)phenyl)-1H-pyrazol-1-yl)piperidine CN1CCC(CC1)N1N=CC(=C1)C1=CC=C(C=C1)B1OC(C(O1)(C)C)(C)C